1-amino-7-methyl-4-bromoanthraquinone-2-sulfonic acid NC1=C(C=C(C=2C(C3=CC=C(C=C3C(C12)=O)C)=O)Br)S(=O)(=O)O